C(C)(=O)O[C@@H]1[C@H](O[C@H]([C@@H]1OC(C)=O)N1C=2N=C(NC(C2N=C1)=O)NC(C(C)C)=O)COCCOCCOCCO [(2R,3R,4R,5R)-4-acetoxy-2-[2-[2-(2-hydroxyethoxy)ethoxy]ethoxy-methyl]-5-[2-(2-methylpropanoylamino)-6-oxo-1H-purin-9-yl]tetrahydrofuran-3-yl] acetate